C(CCC)PC12CC3CC(CC(C1)C3)C2 butyl-1-adamantylphosphine